[Cl-].ClC1=CC(=C(COC2=CC=CC(=N2)C2CC[NH2+]CC2)C=C1)F 4-(6-((4-chloro-2-fluorobenzyl)oxy)pyridin-2-yl)piperidin-1-ium chloride